ClC1=NNC(C2=C1OC(=C2)C(=O)N2CCCC2)=O 7-chloro-2-(pyrrolidine-1-carbonyl)furo[2,3-d]pyridazin-4(5H)-one